Difluorocitric ethyl ester C(C)OC(C(C(O)(C(=O)O)CC(=O)O)(F)F)=O